methyl 3-chloro-5-iodo-2-methylbenzoate ClC=1C(=C(C(=O)OC)C=C(C1)I)C